C(C)OS(=O)(=O)[O-].C[N+]1=CNC=C1 3-methylimidazolium ethyl-sulfate